O=C1NC(CCC1N1C(C2=CC=C(C=C2C1=O)N1CCN(CC1)CC1CCNCC1)=O)=O 4-((4-(2-(2,6-dioxopiperidin-3-yl)-1,3-dioxoisoindolin-5-yl)piperazin-1-yl)methyl)piperidine